Ethyl-imidazole hydrochloride Cl.C(C)C=1NC=CN1